C(C1=CC=CC=C1)(=O)O[C@@H]1[C@@]23[C@@H](N(C1=O)CC1CCC1)OC([C@]21[C@H](C[C@@]3(O)C(C)(C)C)OC(C1)=O)=O (3aS,5aS,8R,8aS,9R,10aS)-9-(tert-butyl)-6-(cyclobutyl methyl)-9-hydroxy-2,4,7-trioxooctahydro-4H,9H-furo[3'',2'':2',3']cyclopenta[1',2':3,4]furo[2,3-b]pyrrol-8-yl benzoate